Diethyl 2-((5,6-dimethyl-9-oxo-1,2,3,9-tetrahydropyrrolo[2,1-b]quinazolin-3-yl)methyl)malonate CC1=C(C=CC=2C(N3C(=NC12)C(CC3)CC(C(=O)OCC)C(=O)OCC)=O)C